2,2,2-trifluoro-1-[3-hydroxy-4-(4-{[(3R)-piperidin-3-yl]amino}phthalazin-1-yl)phenyl]ethan-1-one formate C(=O)O.FC(C(=O)C1=CC(=C(C=C1)C1=NN=C(C2=CC=CC=C12)N[C@H]1CNCCC1)O)(F)F